OCC1OC(OC1)=O 4-Hydroxymethyl-1,3-diOxolan-2-one